4-(((1-(1-(1-benzoylpiperidine-4-carbonyl)piperidin-4-yl)-1H-pyrazol-4-yl)methyl)amino)-2-(2,6-dioxopiperidin-3-yl)isoindoline-1,3-dione C(C1=CC=CC=C1)(=O)N1CCC(CC1)C(=O)N1CCC(CC1)N1N=CC(=C1)CNC1=C2C(N(C(C2=CC=C1)=O)C1C(NC(CC1)=O)=O)=O